(2s,4r)-N-Boc-4-trifluoromethylproline C(=O)(OC(C)(C)C)N1[C@@H](C[C@H](C1)C(F)(F)F)C(=O)O